ClC1=NC=C(C(=C1)N1CC(CC1)CO)C#CC=1C=NN(C1)CCF (1-(2-Chloro-5-((1-(2-fluoroethyl)-1H-pyrazol-4-yl)ethynyl)pyridin-4-yl)pyrrolidin-3-yl)methanol